(±)-(4Z)-2-[[trans-4-Hydroxycycloheptyl]amino]-4-(quinoxalin-6-ylmethylene)-1H-imidazol-5-one O[C@@H]1CC[C@H](CCC1)NC=1NC(/C(/N1)=C/C=1C=C2N=CC=NC2=CC1)=O |r|